Rel-5-[[2-[(2R,5S)-2-(6-amino-3-pyridyl)-5-methyl-1-piperidyl]-2-oxo-acetyl]amino]-2-methoxy-pyridine-3-carboxamide NC1=CC=C(C=N1)[C@@H]1N(C[C@H](CC1)C)C(C(=O)NC=1C=C(C(=NC1)OC)C(=O)N)=O |o1:7,10|